C(C)(=O)N1CCC(CC1)NC1=NC=2N(C=C1)N=C(C2C2=CC(=NC(=C2)C)C)C=2C=C(C#N)C=CC2 3-[5-[(1-acetyl-4-piperidinyl)amino]-3-(2,6-dimethyl-4-pyridinyl)pyrazolo[1,5-a]pyrimidin-2-yl]benzonitrile